C(C)(=O)N1CCC(CC1)C(=O)N([C@H](C(F)(F)F)C1=CC=C(C=C1)NC=1C(=C2C(=NC1)SC(=N2)C)[C@@H](C)OC)C 1-acetyl-N-methyl-N-{(1S)-2,2,2-trifluoro-1-[4-({7-[(1R)-1-methoxyethyl]-2-methyl[1,3]thiazolo[5,4-b]pyridin-6-yl}amino)phenyl]ethyl}piperidine-4-carboxamide